heptacarbenic acid C(C=CCCCC)(=O)O